7-methyl-4-oxo-4H-chromen-2-carboxamide CC1=CC=C2C(C=C(OC2=C1)C(=O)N)=O